ClC1=C(C=C(C=C1)[N+](=O)[O-])CCOCC(=O)NC 2-(2-chloro-5-nitrophenylethoxy)-N-methylacetamide